3-(benzo[d][1,3]dioxol-5-yl)-N-(2-fluorobenzyl)propanamide O1COC2=C1C=CC(=C2)CCC(=O)NCC2=C(C=CC=C2)F